ClC=1C=CC=C2C(=CC(=NC12)N(C1=NC=CC(=C1)C(F)(F)F)CCN1CCOCC1)N 8-chloro-N-(2-morpholinoethyl)-N2-(4-(trifluoromethyl)pyridin-2-yl)quinoline-2,4-diamine